2,5-difluoro-N-((R,E)-4-(methylsulfonyl)but-3-en-2-yl)benzamide FC1=C(C(=O)N[C@H](C)\C=C\S(=O)(=O)C)C=C(C=C1)F